1-(4-propyldecyl)-3-piperidinecarboxylic acid C(CC)C(CCCN1CC(CCC1)C(=O)O)CCCCCC